C(CCC)(=O)N1CC2N(C(C1)C2)C(C#CC(C)(C)N(C)C)=O 1-(3-butyryl-3,6-diazabicyclo[3.1.1]heptan-6-yl)-4-(dimethylamino)-4-methylpent-2-yn-1-one